N-(amino(4-((methylamino)methyl)phenyl)(oxo)-λ6-sulfaneylidene)-2-(4-(difluoromethyl)-2,6-diisopropylphenyl)acetamide NS(=NC(CC1=C(C=C(C=C1C(C)C)C(F)F)C(C)C)=O)(=O)C1=CC=C(C=C1)CNC